C(OC(CCCO[Si](C)(C)C(C)(C)C)CCCCCC)(OCC1CN(CCC1)CC)=O 1-((tert-butyldimethylsilyl)oxy)decan-4-yl ((1-ethylpiperidin-3-yl)methyl) carbonate